C(C)OC(=O)C=1SC2=C(C1)C=CC(=C2F)N2CCN(CC2)C 7-fluoro-6-(4-methylpiperazin-1-yl)-1-benzothiophene-2-carboxylic acid ethyl ester